NC1=C(NCCCCOC2=CC(=CC3=C2N(C(=N3)NC(=O)C=3N(N=C(C3)C)CC)C)C(=O)N)C(=CC(=C1)C(N)=O)OC 7-[4-(2-amino-4-carbamoyl-6-methoxy-anilino)butoxy]-2-[(2-ethyl-5-methyl-pyrazole-3-carbonyl)amino]-1-methyl-benzimidazole-5-carboxamide